4-bromo-5-methyl-5,6,7,8-tetrahydro-1H-benzo[f]indazole BrC1=C2C=NNC2=CC2=C1C(CCC2)C